2-(4-cyclopropyl-6-methylpyrazolo[1,5-a]pyrazin-2-yl)-7-(4-methylpiperazin-1-yl)-4H-pyrido[1,2-a]pyrimidin-4-one C1(CC1)C=1C=2N(C=C(N1)C)N=C(C2)C=2N=C1N(C(C2)=O)C=C(C=C1)N1CCN(CC1)C